C1(=CC=C(C=C1)C1=C(C=CC(=C1)N)C1=CC=C(C=C1)C1=CC=CC=C1)C1=CC=CC=C1 [1,1'-biphenyl]-4-yl-[1,1':4',1''-terphenyl]-4-amine